NC=1N=C(C2=C(N1)CN(C2=O)[C@@H]2C(CCCC[C@@H]2O)(F)F)NC 2-amino-6-((1S,7S)-2,2-difluoro-7-hydroxycycloheptyl)-4-(methylamino)-6,7-dihydro-5H-pyrrolo[3,4-d]pyrimidin-5-one